CN1OC([C@H]2[C@H]1[C@H](C[C@](C2)(C2=C(C=CC=C2)SC)C)C)(C)C |r| rac-(3aR,5R,7S,7aR)-1,3,3,5,7-pentamethyl-5-(2-(methylthio)phenyl)octahydrobenzo[c]isoxazole